C(C1=CC=CC=C1)ON[C@@H]1CC[C@H](NC1)C(=O)N (2s,5r)-5-(benzyloxyamino)piperidine-2-carboxamide